benzoyl-6-amino-4(3H)-quinazolinone C(C1=CC=CC=C1)(=O)C1=NC2=CC=C(C=C2C(N1)=O)N